[N-](S(=O)(=O)C(F)(F)F)S(=O)(=O)C(F)(F)F.C[N+]1(CCCC1)CCC 1-methyl-1-propylpyrrolidinium bis(trifluoromethylsulfonyl)imid